8-(propan-2-yl)-N4-(1-{[(1s,4s)-4-aminocyclohexyl]methyl}piperidin-4-yl)pyrazolo[1,5-A][1,3,5]triazine-2,4-diamine CC(C)C=1C=NN2C1N=C(N=C2NC2CCN(CC2)CC2CCC(CC2)N)N